(S)-2-(6-(cyclopropanesulfonylamino)pyrazin-2-yl)-N-(5-(6-ethoxypyrazin-2-yl)pyridin-2-yl)-2-fluorobutyramide C1(CC1)S(=O)(=O)NC1=CN=CC(=N1)[C@](C(=O)NC1=NC=C(C=C1)C1=NC(=CN=C1)OCC)(CC)F